tert-butyl-[[3-[[tert-butyl(dimethyl)silyl]oxymethyl]-5-(4,4,5,5-tetramethyl-1,3,2-dioxaborolan-2-yl)phenyl]methoxy]-dimethyl-silane C(C)(C)(C)[Si](C)(C)OCC1=CC(=CC(=C1)B1OC(C(O1)(C)C)(C)C)CO[Si](C)(C)C(C)(C)C